N[Ru](N)(N)(N)(N)N hexaaminoruthenium